NC=1N=CN2C1CN(CC2)C(=O)OC(C)(C)C 1,1-dimethylethyl 1-amino-5,6-dihydroimidazo[1,5-a]pyrazine-7(8H)-carboxylate